(2-chloro-3-methoxy-phenyl)-[(3S,9aS)-3-[5-fluoro-4-(trifluoromethyl)-2-pyridyl]-3,4,6,7,9,9a-hexahydro-1H-pyrazino[2,1-c][1,4]oxazin-8-yl]methanone ClC1=C(C=CC=C1OC)C(=O)N1C[C@H]2CO[C@@H](CN2CC1)C1=NC=C(C(=C1)C(F)(F)F)F